COCCOCCOCCOCCOCCOCCOC1=C(OCCOCCOCCOCCOCCOCCOCCOCCOCCN)C=CC(=C1)[N+](=O)[O-] 26-[2-(2,5,8,11,14,17-hexaoxanonadecan-19-yloxy)-4-nitrophenoxy]-3,6,9,12,15,18,21,24-octaoxahexacosan-1-amine